ClC1=CN(C2=NC=CC(=C21)CN2C(N(CCC2)C2=CC(=C(C=C2)OC)OCCCCC)=O)CC(=O)NN 2-(3-chloro-4-((3-(4-methoxy-3-(pentyloxy)phenyl)-2-oxotetrahydropyrimidin-1(2H)-yl)methyl)-1H-pyrrolo[2,3-b]pyridin-1-yl)acetohydrazide